1,4-diethylpyridinium acetate C(C)(=O)[O-].C(C)[N+]1=CC=C(C=C1)CC